2,5-dibutylhydroquinone C(CCC)C1=C(O)C=C(C(=C1)O)CCCC